FC=1C=C2C(=C(C=NC2=CC1)C(=O)N1CCN(CC1)S(=O)(=O)C)N1CCC2(CC1)C(CC1=CC=CC=C12)=O 1'-(6-Fluoro-3-(4-(methylsulfonyl)piperazine-1-carbonyl)quinolin-4-yl)spiro[indene-1,4'-piperidin]-2(3H)-one